BrC1=CC2=C(C=C(O2)C(=O)OCC)C=C1 ethyl 6-bromo-1-benzofuran-2-carboxylate